FC1(CC2=CC=C(C=C2C1)B1OC(C(O1)(C)C)(C)C)F 2-(2,2-difluoro-1,3-dihydroinden-5-yl)-4,4,5,5-tetramethyl-1,3,2-dioxaborolane